C(C)(C)(C)C1CN(CCN1)C1=CC=C2C(=N1)OCC=1C=C(C=CC12)C=1C=C(N=NC1)OC 5-[3-(3-tert-butylpiperazin-1-yl)-6H-isochromeno[3,4-b]pyridin-8-yl]-3-methoxypyridazine